P(=O)(OCCCCCCCCCCCCCCCCCCCC)([O-])[O-] eicosyl phosphate